N-(4-(1-Cyclopropylethoxy)phenyl)-3-(4,4,5,5-tetramethyl-1,3,2-dioxaborolan-2-yl)benzamide C1(CC1)C(C)OC1=CC=C(C=C1)NC(C1=CC(=CC=C1)B1OC(C(O1)(C)C)(C)C)=O